ON=C(C(=O)NC1=C(C=CC=C1)C)C(=O)NC1=C(C=CC=C1)C 2-(hydroxyimino)-N1,N3-di-o-tolylmalonamide